2-[[6-[2-chloro-3-(2,3-dihydro-1,4-benzodioxin-6-yl)phenyl]-2-methoxy-3-pyridyl]methyl]-6-oxa-2-azaspiro[3.4]octane ClC1=C(C=CC=C1C1=CC2=C(OCCO2)C=C1)C1=CC=C(C(=N1)OC)CN1CC2(C1)COCC2